4-(4-(1H-indol-3-yl)pyrimidin-2-ylamino)-N'-benzylidenebenzoyl-hydrazine N1C=C(C2=CC=CC=C12)C1=NC(=NC=C1)NC1=CC=C(C(=O)NN=CC2=CC=CC=C2)C=C1